C1(=CC=CC=C1)CCCC1=NOC(=N1)C1N(CC(C1)CC1CCC1)S(=O)(=O)C 3-(3-phenylpropyl)-5-(1-methanesulfonyl-4-cyclobutylmethylpyrrolidin-2-yl)-1,2,4-oxadiazole